1-(4-(((6-(2-chloro-3-(3-chloro-2-(4-((6-hydroxy-2-azaspiro[3.3]heptan-2-yl)methyl)-3-methoxyphenyl)pyridin-4-yl)phenyl)-2-methoxypyridin-3-yl)methyl)amino)piperidin-1-yl)ethan-1-one ClC1=C(C=CC=C1C1=C(C(=NC=C1)C1=CC(=C(C=C1)CN1CC2(C1)CC(C2)O)OC)Cl)C2=CC=C(C(=N2)OC)CNC2CCN(CC2)C(C)=O